FC1=C(CC=2C=3N(C=C(N2)C2=NN(C(=N2)C)CC(C(C)(C)C)=O)C=CN3)C=CC=C1 1-(3-(8-(2-Fluorobenzyl)imidazo[1,2-a]pyrazin-6-yl)-5-methyl-1H-1,2,4-triazol-1-yl)-3,3-dimethylbutan-2-one